2-bromo-5-(9-phenyl-9H-carbazol-2-yl)-1,3,4-thiadiazole BrC=1SC(=NN1)C1=CC=2N(C3=CC=CC=C3C2C=C1)C1=CC=CC=C1